2-(3-(adamantan-1-yl)phenyl)-4-(3-(4,6-diphenyl-1,3,5-triazin-2-yl)phenyl)-6-phenyl-1,3,5-triazine C12(CC3CC(CC(C1)C3)C2)C=2C=C(C=CC2)C2=NC(=NC(=N2)C2=CC(=CC=C2)C2=NC(=NC(=N2)C2=CC=CC=C2)C2=CC=CC=C2)C2=CC=CC=C2